NC1=C(C=C(C=C1F)CO)F (4-amino-3,5-difluorophenyl)methanol